3-(4-(((1R,4R,5S)-2-Azabicyclo[2.1.1]hexan-5-yl)amino)-7-bromo-8-fluoro-2-(methylthio)-3-(3-(2-oxopyrrolidin-1-yl)prop-1-yn-1-yl)quinolin-6-yl)propanenitrile [C@H]12NC[C@H]([C@@H]1NC1=C(C(=NC3=C(C(=C(C=C13)CCC#N)Br)F)SC)C#CCN1C(CCC1)=O)C2